CN(C(=O)[C@@H]1CN(CC[C@H]1NC(=O)C1=NOC(=C1)C1=C(C=C(C=C1)F)F)[C@H]1[C@H](CCCC1)O)CCC1=CC=CC=C1 (3R,4R)-4-{[5-(2,4-difluoro-phenyl)-isoxazole-3-carbonyl]-amino}-1-((1R,2S)-2-hydroxy-cyclohexyl)-piperidine-3-carboxylic acid methyl-phenethyl-amide